3-(1-amino-1-cyclopentylethyl)-1-methyl-1H-pyrrolo[2,3-c]pyridin NC(C)(C1CCCC1)C1=CN(C2=CN=CC=C21)C